2-(4-phenyl-1-buten-1-yl)dibenzo[b,d]thiophene C1(=CC=CC=C1)CCC=CC1=CC2=C(SC3=C2C=CC=C3)C=C1